2-(5-(amino(tetrahydro-2H-pyran-4-yl)methyl)-1,3,4-oxadiazol-2-yl)-N-(1-methylpiperidin-4-yl)-1-(2,2,2-trifluoroethyl)-1H-indol-4-amine NC(C1=NN=C(O1)C=1N(C=2C=CC=C(C2C1)NC1CCN(CC1)C)CC(F)(F)F)C1CCOCC1